(2-methyl-4-((4-(4-(trifluoromethyl)piperidin-1-yl)phenyl)amino)benzyl)-5-oxopyrrolidine-3-carboxamide CC1=C(CN2CC(CC2=O)C(=O)N)C=CC(=C1)NC1=CC=C(C=C1)N1CCC(CC1)C(F)(F)F